CC1=C(C(=O)NC2=CC=C(C=C2)N2C(CC(NC3=C2C=CC=C3C)=O)=O)C=CC=C1C 1-[4-(2,3-Dimethylbenzoyl)aminophenyl]-6-methyl-1H-1,5-benzodiazepine-2,4(3h,5h)-dione